4-(2-bromoethoxy)-1-azabenzanthrone BrCCOC=1C2=CC=NC=3C4=CC=CC=C4C(C(=CC1)C32)=O